NC=1C=C(C=CC1)NS(=O)(=O)C1=CC(=CC=C1)F N-(3-aminophenyl)-3-fluorobenzenesulfonamide